ClC1=C(C=CC(=C1Cl)C1=C(N=C(S1)C#N)C(=O)N1CCC(CC1)F)S(=O)(=O)N[C@H](C(F)(F)F)C (S)-2,3-dichloro-4-(2-cyano-4-(4-fluoropiperidine-1-carbonyl)thiazol-5-yl)-N-(1,1,1-trifluoropropan-2-yl)benzenesulfonamide